ClC=1C=C(C=CC1)C1=CC2=C(O[C@H](CN2S(=O)(=O)C2=CC(=C(C=C2)F)OC)CCC(=O)OC)C=C1 methyl (S)-3-(6-(3-chlorophenyl)-4-((4-fluoro-3-methoxyphenyl)sulfonyl)-3,4-dihydro-2H-benzo[b][1,4]oxazin-2-yl)propanoate